CC1(CC(=CC(=C1)C)C=1C(=CC=CC1)CCCC(C)=O)C(C)(C)C 3',5'-dimethyl-3'-tert-butyl-1,1'-biphenyl-2-pentanone